2-[2-(1H-imidazol-1-yl)ethyl]-1H-isoindole-1,3(2H)-dione N1(C=NC=C1)CCN1C(C2=CC=CC=C2C1=O)=O